COC=1C=CC2=C(CC(NCC2)=O)C1 8-methoxy-1,3,4,5-tetrahydro-2H-benzo[d]azepine-2-One